ClC1=C(C=C(N=N1)N[C@H]1CN(CCC1)C)C (R)-6-chloro-5-methyl-N-(1-methylpiperidin-3-yl)pyridazin-3-amine